[4-(2-pyridylmethoxy)phenyl]boronic acid N1=C(C=CC=C1)COC1=CC=C(C=C1)B(O)O